ClC=1C=C2C(=CC1)NC(C21CCN(CC1)CCOC=1C=NC=2N(C(CCC2C1)=O)C1CC(C1)(O)C1CC1)=O 5-chloro-1'-[2-({7-oxo-8-[(trans)-3-cyclopropyl-3-hydroxycyclobutyl]-5,6,7,8-tetrahydro-1,8-naphthyridin-3-yl}oxy)ethyl]-1,2-dihydrospiro[indole-3,4'-piperidin]-2-one